4-(7-(6-methoxypyridazin-3-yl)-4-(pyridin-4-yl)-6H-pyrrolo[3,2-d]pyrimidin-2-yl)morpholine COC1=CC=C(N=N1)C=1CN=C2C1N=C(N=C2C2=CC=NC=C2)N2CCOCC2